1-(6-(((4-amino-1-((2-(trimethylsilyl)ethoxy)methyl)-1H-pyrazol-3-yl)oxy)methyl)-2-azaspiro[3.3]heptan-2-yl)ethan-1-one NC=1C(=NN(C1)COCC[Si](C)(C)C)OCC1CC2(CN(C2)C(C)=O)C1